C(C)(C)(C)OC(=O)N1CC(C1)C=1N=NN(C1)C1(CC1)C(F)(F)F 3-[1-[1-(trifluoromethyl)cyclopropyl]triazol-4-yl]azetidine-1-carboxylic acid tert-butyl ester